8-(4-chloro-2-fluoro-phenyl)-3-methyl-6-[(2S)-2-(1-methylpyrazol-4-yl)morpholin-4-yl]pyrido[3,4-d]pyrimidin-4-one ClC1=CC(=C(C=C1)C1=NC(=CC2=C1N=CN(C2=O)C)N2C[C@@H](OCC2)C=2C=NN(C2)C)F